BrC=1C2=C(SC1C(F)(F)P(O)(O)=O)C=CC(=C2)C(N[C@H](C(F)(F)F)C=2C=NC=CC2)=O |o1:19| (S or R)-((3-bromo-5-((2,2,2-trifluoro-1-(pyridin-3-yl)ethyl)carbamoyl)benzo[b]thiophen-2-yl)difluoromethyl)phosphonic acid